2-amino-1-hydroxy-naphthalene-3,6-disulfonic acid NC1=C(C2=CC=C(C=C2C=C1S(=O)(=O)O)S(=O)(=O)O)O